trans-4-methoxy-N-(6-(1-methyl-1H-pyrazol-4-yl)isoquinolin-3-yl)cyclohexane-1-carboxamide CO[C@@H]1CC[C@H](CC1)C(=O)NC=1N=CC2=CC=C(C=C2C1)C=1C=NN(C1)C